ethyl 6-(trifluoromethyl)-1,4-dihydroimidazo[1,5-a]pyrimidine-3-carboxylate FC(C1=NC=C2N1CC(=CN2)C(=O)OCC)(F)F